2-(2-((5-(1-aminoisoquinolin-7-yl)-1'-(methoxycarbonyl)-2,3-dihydrospiro[indene-1,4'-piperidin]-3-yl)oxy)-4-methylphenyl)acetic acid NC1=NC=CC2=CC=C(C=C12)C=1C=C2C(CC3(CCN(CC3)C(=O)OC)C2=CC1)OC1=C(C=CC(=C1)C)CC(=O)O